NC1=NC=CC(=C1OC)COC=1C(=NC=C(N1)C1=CC(=C2CCN(CC2=C1)C)C)N ((2-amino-3-methoxypyridin-4-yl)methoxy)-5-(2,5-dimethyl-1,2,3,4-tetrahydroisoquinolin-7-yl)pyrazin-2-amine